trans-2-hexylhexanoate C(CCCCC)C(C(=O)[O-])CCCC